(R)-N-(2-fluoro-3-hydroxy-3-methylbutyl)-7-(isopropylamino)-2-(pyridin-3-yl)pyrazolo[1,5-a]pyrimidine-6-carboxamide F[C@H](CNC(=O)C=1C=NC=2N(C1NC(C)C)N=C(C2)C=2C=NC=CC2)C(C)(C)O